N-(phosphono)-L-aspartic acid P(=O)(O)(O)N[C@@H](CC(=O)O)C(=O)O